ClC1=C(CC2=CC(=C(C=C2)O)CC2=CC=C(C=C2)F)C(=CC(=C1)N(CC1=CC=CC=C1)CC1=CC=CC=C1)Cl 4-(2,6-dichloro-4-(dibenzylamino)benzyl)-2-(4-fluorobenzyl)phenol